trans-3-((3-cyclopropylpyridin-2-yl)oxy)-N-(1,3-dimethylpiperidin-4-yl)-2,2-difluoropropionamide C1(CC1)C=1C(=NC=CC1)OCC(C(=O)N[C@H]1[C@@H](CN(CC1)C)C)(F)F